C(C)(C)OC([C@H](C)[C@@H]1C[C@@H](CC1)O)=O |&1:5| (±)-cis-isopropyl-2-(3-hydroxycyclopentyl)propanoate